C(#N)C1=NC2=CC(=CC(=C2N=C1N1CC2=CN=CC=C2CC1)C(C)NC1=C(C(=O)O)C=CC=C1)C 2-((1-(2-cyano-3-(3,4-dihydro-2,7-naphthyridin-2(1H)-yl)-7-methylquinoxalin-5-yl)ethyl)amino)benzoic acid